1,3-di-tert-butyl-9-chloro-7,7-dimethyl-7H-fluoreno[4,3-b]benzofuran C(C)(C)(C)C1=CC(=CC=2C3=C(OC21)C=2C=1C=CC(=CC1C(C2C=C3)(C)C)Cl)C(C)(C)C